C(C)(C)(C)C1=CC(=C(O1)C)C1=NNC(=C1)NC(C1=CC=CC=C1)=O N-(3-(5-tert-butyl-2-methylfuran-3-yl)-1H-pyrazole-5-yl)benzamide